1'-(4-((2,6-dioxopiperidin-3-yl)amino)-2-fluorophenyl)-3'-fluoro-N-((1r,4r)-4-((5-fluoro-4-(3-morpholinophenyl)pyrimidin-2-yl)amino)cyclohexyl)-[1,4'-bipiperidine]-4-carboxamide O=C1NC(CCC1NC1=CC(=C(C=C1)N1CC(C(CC1)N1CCC(CC1)C(=O)NC1CCC(CC1)NC1=NC=C(C(=N1)C1=CC(=CC=C1)N1CCOCC1)F)F)F)=O